FC(C1=C(C=CC=C1)C1=CC=C(C=C1)C1CN(C1)C(=O)N1C[C@@H]2[C@@H](OCC(N2)=O)CC1)F (4aR,8aS)-6-[3-[4-[2-(Difluoromethyl)phenyl]phenyl]azetidine-1-carbonyl]-4,4a,5,7,8,8a-hexahydropyrido[4,3-b][1,4]oxazin-3-one